BrC1=CC=2C(C3=CC(=CC=C3C2C=C1)Br)(CCCC=C)CCCC=C 2,7-dibromo-9,9-bis(pent-4-en-1-yl)-9H-fluorene